ClC=1C(=CC=C2N=CC(=NC12)C=1C=NN(C1)C(CO)(C)C)OC=1C=CC2=C(N(C(=N2)C)COCC[Si](C)(C)C)C1 2-(4-(8-Chloro-7-((2-methyl-1-((2-(trimethylsilyl)ethoxy)methyl)-1H-benzo[d]imidazol-6-yl)oxy)quinoxalin-2-yl)-1H-pyrazol-1-yl)-2-methylpropan-1-ol